CC(C)N(P([O-])N(C(C)C)C(C)C)C(C)C N,N,N',N'-tetra(2-propyl)phosphorodiamidite